C(C)OC=1C=2N(C=C(N1)C(=O)OC1=CC=CC=C1)C=C(N2)C21COC(C2)(C1)C phenyl 8-ethoxy-2-(1-methyl-2-oxabicyclo[2.1.1]hexan-4-yl)imidazo[1,2-a]pyrazine-6-carboxylate